CC1=NOC(=C1C1=CC=C2C=3N([C@H](COC31)C3=NC=CC=C3)C(=N2)N2C[C@@H](CC2)NC(C(C)C)=O)C N-{(3R)-1-[(4S)-7-(3,5-dimethylisoxazol-4-yl)-4-pyridin-2-yl-4,5-dihydroimidazo[1,5,4-de][1,4]benzoxazin-2-yl]pyrrolidin-3-yl}-2-methylpropanamide